8-isopropyl-N4-(4-(1-methyl-1H-pyrazol-4-yl)benzyl)-N2-(tetrahydro-2H-pyran-4-yl)pyrazolo[1,5-a][1,3,5]triazine-2,4-diamine C(C)(C)C=1C=NN2C1N=C(N=C2NCC2=CC=C(C=C2)C=2C=NN(C2)C)NC2CCOCC2